N,N-dimethyl-3-methoxypropionamide CN(C(CCOC)=O)C